FC1CC2(C1)CN(CC2C2=CC=CC=C2)C(=O)C2=NC=CC(N2)=O 2-(2-fluoro-8-phenyl-6-azaspiro[3.4]octane-6-carbonyl)pyrimidin-4(3H)-one